C1(CC1)C1=NN=C(S1)C1(CCN(CC1)C(=O)N[C@H]1C(CCC[C@@H]1N1CCN(CC1)C(C)C)(F)F)C |r| rac-4-(5-cyclopropyl-1,3,4-thiadiazol-2-yl)-N-{(1R,6S)-2,2-difluoro-6-[4-(propan-2-yl)piperazin-1-yl]cyclohexyl}-4-methylpiperidine-1-carboxamide